FC=1C(=C(C2=C(OCO2)C1)C#N)C=1N(N=CC1I)C 6-fluoro-5-(4-iodo-2-methyl-pyrazol-3-yl)-1,3-benzodioxole-4-carbonitrile